5-(3-(2,2-difluoroethyl)-2-methyl-3H-imidazo[4,5-b]pyridin-5-yl)-N-(2-oxaspiro[3.5]nonan-7-yl)-7H-pyrrolo[2,3-d]pyrimidin-2-amine FC(CN1C(=NC=2C1=NC(=CC2)C2=CNC=1N=C(N=CC12)NC1CCC2(COC2)CC1)C)F